2-[4-Chloro-5-(2-chloro-4-methylsulfonyl-phenyl)-1H-imidazol-2-yl]-5-fluoro-pyridine ClC=1N=C(NC1C1=C(C=C(C=C1)S(=O)(=O)C)Cl)C1=NC=C(C=C1)F